C(C)(C)(C)OC(=O)N1[C@@H](C[C@H](C1)N(C(=O)C=1OC(=CN1)C1=C(C=CC(=C1)C#N)OC1COC1)C1CC1)CN1N=NC=C1 (2S,4R)-2-((1H-1,2,3-triazol-1-yl)methyl)-4-(5-(5-cyano-2-(oxetan-3-yloxy)phenyl)-N-cyclopropyloxazole-2-carboxamido)pyrrolidine-1-carboxylic acid tert-butyl ester